ethyl 2-[1-(4-chloro-3-fluorophenyl)-5-{[({[3-methyl-1-(quinolin-7-yl)-1H-1,2,4-triazol-5-yl]methyl}carbamoyl)amino]methyl}-1H-1,2,4-triazol-3-yl]acetate ClC1=C(C=C(C=C1)N1N=C(N=C1CNC(NCC1=NC(=NN1C1=CC=C2C=CC=NC2=C1)C)=O)CC(=O)OCC)F